COC1=C(OCC2=CSC=C2)C=CC(=C1)[N+](=O)[O-] 3-((2-methoxy-4-nitrophenoxy)methyl)thiophene